C12CN(CC2C1)C1=CN=CC(=N1)C=1N=NN(C1)C1(COC1)C1=CC=C(C=N1)N1C[C@@H](CCC1)N(C(OC(C)(C)C)=O)CC1CC1 tert-butyl ((3R)-1-(6-(3-(4-(6-(3-azabicyclo[3.1.0]hexan-3-yl)pyrazin-2-yl)-1H-1,2,3-triazol-1-yl)oxetan-3-yl)pyridin-3-yl)piperidin-3-yl)(cyclopropylmethyl)carbamate